2-(tert-butoxycarbonylamino)-5-iodobenzoic acid C(C)(C)(C)OC(=O)NC1=C(C(=O)O)C=C(C=C1)I